FC(OC1=CC=C(C(=O)N2CCC(CC2)C2=C3C(=NC=C2)NC(=N3)C3CN(C3)C(=O)OC(C)(C)C)C=C1)(F)F tert-butyl 3-[7-[1-[4-(trifluoromethoxy)benzoyl]-4-piperidyl]-3H-imidazo[4,5-b]pyridin-2-yl]azetidine-1-carboxylate